4-(4-(3,8-diazabicyclo[3.2.1]octan-3-yl)-2-((1-(((R)-3-fluoropyrrolidin-1-yl)methyl)cyclopropyl)methoxy)-5,8-dihydropyrido[3,4-d]pyrimidin-7(6H)-yl)-5-bromonaphthalen-2-ol C12CN(CC(CC1)N2)C=2C1=C(N=C(N2)OCC2(CC2)CN2C[C@@H](CC2)F)CN(CC1)C1=CC(=CC2=CC=CC(=C12)Br)O